2-chloro-1,4-phenylene ether ClC1=C2C=CC(=C1)O2